C(C)(C)N1N=CC(=C1)C=1C=C(C=CC1)N(C(=O)[C@@H]1CC[C@H](CC1)NC(OCCO)=O)C[C@@H]1CC[C@H](CC1)C1=CC(=C(C=C1)OC)C 2-Hydroxyethyl (trans-4-((3-(1-isopropyl-1H-pyrazol-4-yl)phenyl)((trans-4-(4-methoxy-3-methylphenyl)cyclohexyl)meth-yl)carbamoyl)cyclohexyl)carbamate